FC1=C(C(=C(C(=C1C[B-](CC1=C(C(=C(C(=C1F)F)F)F)F)(CC1=C(C(=C(C(=C1F)F)F)F)F)CC1=C(C(=C(C(=C1F)F)F)F)F)F)F)F)F tetrakis-(penta-fluorobenzyl)-borat